N-[(2,4-dimethoxyphenyl)methyl]-4-{5-(1-ethyl-3-methyl-1H-pyrazol-5-yl)-4-[(4-methoxyphenyl)methyl]-4H-1,2,4-triazol-3-yl}-1-(2-oxoethyl)-1H-indazole-6-carboxamide COC1=C(C=CC(=C1)OC)CNC(=O)C1=CC(=C2C=NN(C2=C1)CC=O)C1=NN=C(N1CC1=CC=C(C=C1)OC)C1=CC(=NN1CC)C